C1(CC1)C1C(COC1)N(C([O-])=O)C=1N=CC2=C(C(=C(C=C2C1)C1=C(C2=C(OCCN2)N=C1)C)F)N 4-Cyclopropyltetrahydrofuran-3-yl(8-amino-7-fluoro-6-(8-methyl-2,3-dihydro-1H-pyrido[2,3-b][1,4]oxazin-7-yl)isoquinolin-3-yl)carbamate